ClC=1C=C(C=C2C(=NC=NC12)N([C@@H](C)C1=NC=NN1C=1SC(=CN1)C#N)C)C(F)(F)F 2-[5-[(1S)-1-[[8-chloro-6-(trifluoromethyl)quinazolin-4-yl]-methyl-amino]ethyl]-1,2,4-triazol-1-yl]thiazole-5-carbonitrile